FC=1C=C2[C@H]3CCCN3C=3C=CN4N=CC(C(NC[C@H](COC2=NC1)O)=O)=C4N3 (6R,15R)-9-fluoro-15-hydroxy-13-oxa-2,11,17,21,22,25-hexaazapentacyclo-[17.5.2.02,6.07,12.022,26]hexacosa-1(25),7,9,11,19(26),20,23-heptaen-18-one